2-(4-chlorophenyl)-N-(4-(4-(5-fluoropyrimidin-2-yl)piperazin-1-yl)phenyl)-2-oxo-ethylthioamide ClC1=CC=C(C=C1)C(CS[N-]C1=CC=C(C=C1)N1CCN(CC1)C1=NC=C(C=N1)F)=O